ClCC(=O)N1CC(C2=NC(=C(C=C21)CC2=C(C=CC=C2)F)CO)(C)C 2-chloro-1-{6-[(2-fluorophenyl)methyl]-5-(hydroxymethyl)-3,3-dimethyl-1H,2H,3H-pyrrolo[3,2-b]pyridin-1-yl}ethan-1-one